4-bromo-1-(1-methoxy-2-methylpropane-2-yl)-1H-pyrazole BrC=1C=NN(C1)C(COC)(C)C